C[C@H]1CNCC[C@@H]1NC(OC(C)(C)C)=O tert-butyl N-[(3S,4S)-3-methyl-4-piperidyl]carbamate